FC1=CC=C(C=C1)NC(=O)C1=C(N=[N+](C=C1O)C1=CC=CC=C1)O 4-((4-fluorophenyl)carbamoyl)-3-hydroxy-1-phenylpyridazin-1-ium-5-ol